(1R,2S,5S)-N-((S)-1-Amino-1-oxo-3-((S)-2-oxopyrrolidin-3-yl)propan-2-yl)-6,6-dimethyl-3-(2-(4-(trifluoromethyl)phenoxy)acetyl)-3-azabicyclo[3.1.0]hexane-2-carboxamide NC([C@H](C[C@H]1C(NCC1)=O)NC(=O)[C@@H]1[C@H]2C([C@H]2CN1C(COC1=CC=C(C=C1)C(F)(F)F)=O)(C)C)=O